P(=O)(OCC)(OCC)OC1=CC=C(C=C1)CO diethyl (4-(hydroxymethyl) phenyl) phosphate